COC(CC=1C=NN(C1)C1=C(C=C(C=C1F)C=1C(=NC=CC1)SC(C)C)F)=O 2-[1-[2,6-difluoro-4-(2-isopropylsulfanyl-3-pyridyl)phenyl]Pyrazol-4-yl]Acetic acid methyl ester